rel-3a,4,7,7a-Tetrahydro-1H-isoindole-1,3(2H)-dione-d6 C1(N(C(C2(C(C(=C(CC12)[2H])[2H])([2H])[2H])[2H])=O)[2H])=O